C(CCCCC=C)OCCCCCC=C bis(6-heptenyl) ether